Lauryldimethylbenzylammonium chlorid [Cl-].C(CCCCCCCCCCC)[N+](CC1=CC=CC=C1)(C)C